S1C(=CC=C1)CN(C(=O)NCCS(=O)(=O)N(CC=1SC=CC1)CC=1SC=CC1)CC=1SC=CC1 2-{[bis(2-thienylmethyl)carbamoyl]amino}-N,N-bis(2-thienylmethyl)ethanesulfonamide